[[(3S)-2-oxo-3-piperidyl]methyl]-3-azabicyclo[3.1.0]hexane-2-carbohydrazide O=C1NCCC[C@H]1CC12C(NCC2C1)C(=O)NN